COC1=C(C=CC(=N1)C1=CC=CC2=C1OC(CO2)C[NH-])NC2=CC=C(C=C2)CNCC=2NN=CC2 {8-[6-methoxy-5-(4-{[(2H-pyrazol-3-ylmethyl)-amino]-methyl}-phenylamino)-pyridin-2-yl]-2,3-dihydro-benzo[1,4]dioxin-2-ylmethyl}-amid